(Z)-3-CHLORO-3-(3-CHLOROPHENYL)ACRYLALDEHYDE Cl\C(=C/C=O)\C1=CC(=CC=C1)Cl